6,7-dimethoxy-9-(1-methyl-1,2,3,4-tetrahydroquinolin-7-yl)naphtho[2,3-c]furan-1(3H)-one COC1=CC2=CC3=C(C(OC3)=O)C(=C2C=C1OC)C1=CC=C2CCCN(C2=C1)C